OC=1C=C(C=CC1C)NC(=O)N1CCN(CC1)C(=O)OC(C)(C)C tert-Butyl 4-((3-hydroxy-4-methylphenyl)carbamoyl)piperazine-1-carboxylate